N-(6-(2-(2,6-dioxopiperidin-3-yl)-1-oxoisoindolin-5-yl)piperidin-3-yl)acetamide O=C1NC(CCC1N1C(C2=CC=C(C=C2C1)C1CCC(CN1)NC(C)=O)=O)=O